FC1=C(C=CC=C1)C1=C(C(=CN1S(=O)(=O)C=1C=NC=CC1)C(=O)OC)OC methyl 5-(2-fluorophenyl)-4-methoxy-1-(pyridin-3-ylsulfonyl)-1H-pyrrole-3-carboxylate